BrC1=CC=C(C=C1)C=1NC2=C(N1)COCC2 2-(4-bromophenyl)-1,4,6,7-tetrahydropyrano[3,4-d]Imidazole